N1(C=NC=C1)CCCNC(=O)C=1N=C(OC1C1=C(C=CC=C1)[N+](=O)[O-])C1=CC=C(C=C1)C(F)(F)F N-(3-(1H-imidazol-1-yl)propyl)-5-(2-nitrophenyl)-2-(4-(trifluoromethyl)phenyl)Oxazole-4-carboxamide